3-[(4-Chlorophenyl)amino]-4-{[2-(3-hydroxyphenyl)ethyl]amino}cyclobut-3-ene-1,2-dione ClC1=CC=C(C=C1)NC=1C(C(C1NCCC1=CC(=CC=C1)O)=O)=O